4-methyl-3-(methylsulfonyl)-N-((2-(6-(5-oxo-1,6-diazaspiro[3.4]octan-6-yl)pyridin-2-yl)-1,6-naphthyridin-7-yl)methyl)benzamide CC1=C(C=C(C(=O)NCC2=NC=C3C=CC(=NC3=C2)C2=NC(=CC=C2)N2C(C3(CCN3)CC2)=O)C=C1)S(=O)(=O)C